C1(CC1)C=1C(=NC=2CCNCC2C1)NC1=NC=C(C(=N1)[Sn](C)(C)C)C(F)(F)F 3-cyclopropyl-N-(5-(trifluoromethyl)-4-(trimethylstannyl)pyrimidin-2-yl)-5,6,7,8-tetrahydro-1,6-naphthyridin-2-amine